3-bromo-5-(2,2-difluoroethoxy)-2-methylpyridine BrC=1C(=NC=C(C1)OCC(F)F)C